COC(C1=C(C=C(C(=C1)Cl)C(F)(F)F)N)=O 2-amino-5-chloro-4-(trifluoromethyl)-benzoic acid methyl ester